C1(CC1)C1=CC=C(C=N1)[C@H](C)N1N=C(C2=C1N=C(NC2=O)[C@H]2[C@H](CC2)C2=NC=CC=N2)C#N 1-((S)-1-(6-cyclopropylpyridin-3-yl)ethyl)-4-oxo-6-((1R,2S)-2-(pyrimidin-2-yl)cyclobutyl)-4,5-dihydro-1H-pyrazolo[3,4-d]pyrimidine-3-carbonitrile